7-Chloro-2-(2-methyl-[1,1'-biphenyl]-3-yl)-2H-indazole-5-carbaldehyde ClC1=CC(=CC2=CN(N=C12)C=1C(=C(C=CC1)C1=CC=CC=C1)C)C=O